C(C)(C)C1=C(C=CC=C1)C1=NC(=CC2=C1N=CN2C)OC2CCN(CC2)C2=CC=CC=C2 4-(2-isopropylphenyl)-1-methyl-6-((1-phenylpiperidin-4-yl)oxy)-1H-imidazo[4,5-c]pyridine